C(C)OC(=O)N([C@@H](CC1=CC=CC=C1)C(=O)OCC)CCCCCC ethyl N-(ethoxycarbonyl)-N-hexylphenylalaninate